ClC1=C(C(=CC=C1)F)C(CC#N)=O 3-(2-chloro-6-fluoro-phenyl)-3-oxo-propanenitrile